(S)-2-(cyanomethyl)-4-((S)-2',4-dichloro-2,3,5',8'-tetrahydro-6'H-spiro[indene-1,7'-quinazolin]-4'-yl)piperazine-1-carboxylic acid tert-butyl ester C(C)(C)(C)OC(=O)N1[C@H](CN(CC1)C1=NC(=NC=2C[C@]3(CCC12)CCC1=C(C=CC=C13)Cl)Cl)CC#N